1-fluoro-5-methoxy-2,4-dimethyl-3-nitro-benzene FC1=C(C(=C(C(=C1)OC)C)[N+](=O)[O-])C